3-(4-(Isobutylcarbamoyl)-3-methoxy-phenyl)-4-(2-methyl-4-nitro-phenyl)-5-vinyl-1H-pyrrole-2-carboxylic acid C(C(C)C)NC(=O)C1=C(C=C(C=C1)C1=C(NC(=C1C1=C(C=C(C=C1)[N+](=O)[O-])C)C=C)C(=O)O)OC